{4-[2-(Bis-carboxymethylamino)-5-(4-isothiocyanatophenyl)pentyl]-7-carboxymethyl-[1,4,7]triazonan-1-yl}acetic acid C(=O)(O)CN(C(CN1CCN(CCN(CC1)CC(=O)O)CC(=O)O)CCCC1=CC=C(C=C1)N=C=S)CC(=O)O